F[C@H]1C[C@@H](CNC1)NC=1C2=C(N=CN1)C(=CC(=N2)C2=CC=C(C=C2)OCC(C)(C)O)C(=O)N 4-{[(3S,5S)-5-fluoropiperidin-3-yl]amino}-6-[4-(2-hydroxy-2-methylpropoxy)phenyl]pyrido[3,2-d]pyrimidine-8-carboxamide